2-(2-cyclopropylmorpholin-4-yl)-N-[4'-(heptyloxy)[1,1'-biphenyl]-4-yl]-5,7-dihydrofuro[3,4-d]pyrimidin-4-amine C1(CC1)C1CN(CCO1)C=1N=C(C2=C(N1)COC2)NC2=CC=C(C=C2)C2=CC=C(C=C2)OCCCCCCC